COC(C1=C(C=CC(=C1)[N+](=O)[O-])C1=CN=C(S1)C1CCC1)=O 2-(2-cyclobutyl-1,3-thiazol-5-yl)-5-nitrobenzoic acid methyl ester